borate ammonium salt [NH4+].B([O-])([O-])[O-].[NH4+].[NH4+]